OC1(C(CC1)=O)C1=CC=C(C=C1)C=1C=C(C=C2C(N(/C(/NC12)=N/OC)CC=1C=NN(C1)C)=O)S(=O)(=O)NC1(CC1)C (E)-8-(4-(1-hydroxy-2-oxocyclobutyl)phenyl)-2-(methoxyimino)-3-((1-methyl-1H-pyrazol-4-yl)methyl)-N-(1-methylcyclopropyl)-4-oxo-1,2,3,4-tetrahydroquinazoline-6-sulfonamide